2-(chloromethyl)-N,N-dimethylpyridine-4-amine ClCC1=NC=CC(=C1)N(C)C